C1(CC1)N(C1=CC=C(N=N1)C1=C(C=C(C(=C1)F)C1=CC(=NC(=C1)OC)F)O)C1C([C@@H]2CC[C@H](C1)N2)F 2-(6-(cyclopropyl((1S,5R)-2-fluoro-8-azabicyclo[3.2.1]octan-3-yl)amino)pyridazin-3-yl)-4-fluoro-5-(2-fluoro-6-methoxypyridin-4-yl)phenol